chlorine (Ethoxy)(methyl)phosphine C(C)OPC.[Cl]